4-(N-(3-(tert-butyl)-5-cyclopropylbenzyl)-2-(N-(2-hydroxybenzyl)-(2,3,4,5,6-pentafluoro-phenyl)sulfonamido)acetamido)-3-methoxybenzoic acid C(C)(C)(C)C=1C=C(CN(C(CN(S(=O)(=O)C2=C(C(=C(C(=C2F)F)F)F)F)CC2=C(C=CC=C2)O)=O)C2=C(C=C(C(=O)O)C=C2)OC)C=C(C1)C1CC1